N1N=CC(=C1)C=1C=CC(=NC1)NC1=NC(=NC=C1)C1=CC=C2C=C(N(C2=C1)C)C(=O)N1CC(C1)(F)F (6-(4-((5-(1H-pyrazol-4-yl)pyridin-2-yl)amino)pyrimidin-2-yl)-1-methyl-1H-indol-2-yl)(3,3-difluoroazetidin-1-yl)methanone